tert-butyl 2,7-dimethyl-3-(2,3,4,5-tetrafluorophenyl)-5,7-dihydro-4H-pyrazolo[3,4-c]pyridine-6-carboxylate CN1N=C2C(N(CCC2=C1C1=C(C(=C(C(=C1)F)F)F)F)C(=O)OC(C)(C)C)C